CN1N=C(C=C1C)NC1=NC=C(C(=N1)C1=CNC2=C(C=CC=C12)NC(CN1C[C@H](CC1)OC1=C(SC=C1)C(=O)O)=O)C (S)-3-((1-(2-((3-(2-((1,5-dimethyl-1H-pyrazol-3-yl)amino)-5-methylpyrimidin-4-yl)-1H-indol-7-yl)amino)-2-oxoethyl)pyrrolidin-3-yl)oxy)thiophene-2-carboxylic acid